[Cl-].OCC[N+](C)(C)C choline chloride salt